Cl.CC1(CNCC(N1)=O)C 6,6-dimethyl-2-piperazinone hydrochloride